tert-butyl (4-((7-azaspiro[3.5]nonan-2-yl)oxy)phenyl)carbamate C1C(CC12CCNCC2)OC2=CC=C(C=C2)NC(OC(C)(C)C)=O